FC=1C=C(C2=C(C(=CO2)C(=O)N)C1)F 5,7-difluorobenzofuran-3-carboxamide